S1C(=NC2=C1C=CC=C2)NC(=O)C=2C=CC=C1CCN(CC21)C2=CC=C(C(=N2)C(=O)O)C2=C(C(=CC=C2)OCCCC2CCNCC2)C 6-[8-(1,3-benzothiazol-2-ylcarbamoyl)-3,4-dihydro-1H-isoquinolin-2-yl]-3-[2-methyl-3-[3-(4-piperidyl)propoxy]phenyl]pyridine-2-carboxylic acid